COC1=C(C=C2C(=NC=NC2=C1)C=1C(=NN(C1)C)C1=CC=CC=C1)NC(=O)N1C[C@@H](N(C[C@@H]1C)C(=O)OC(C)(C)C)C tert-Butyl (2S,5S)-4-((7-methoxy-4-(1-methyl-3-phenyl-1H-pyrazol-4-yl)quinazolin-6-yl)carbamoyl)-2,5-dimethylpiperazine-1-carboxylate